1-(4-(2-(4-methoxyphenyl)propan-2-yl)thiazol-2-yl)-3-((6-((1-methylpiperidin-4-yl)amino)pyridin-3-yl)methyl)urea COC1=CC=C(C=C1)C(C)(C)C=1N=C(SC1)NC(=O)NCC=1C=NC(=CC1)NC1CCN(CC1)C